C(C1=CC=CC=C1)N(CCOC[14C](=O)O)CC1=CC=CC=C1 2-[2-(dibenzylamino)ethoxy]acetic acid-14C